C1(CC1)S(=O)C(=O)N(CC)CC 1-(cyclopropylsulfinyl)-N,N-diethylmethanamide